methyl 2-({3-chloro-2-[(2,2-difluoro-2H-1,3-benzodioxol-4-yl)methoxy]-5,6,7,8-tetrahydro-1,7-naphthyridin-7-yl}methyl)-1-{[(2S)-oxetan-2-yl]methyl}-1H-1,3-benzodiazole-6-carboxylate ClC=1C(=NC=2CN(CCC2C1)CC1=NC2=C(N1C[C@H]1OCC1)C=C(C=C2)C(=O)OC)OCC2=CC=CC=1OC(OC12)(F)F